N-(6-(N-(4-(3-chloro-4-fluorophenyl)thiazol-2-yl)sulfamoyl)-5-methylpyridin-3-yl)acetamide ClC=1C=C(C=CC1F)C=1N=C(SC1)NS(=O)(=O)C1=C(C=C(C=N1)NC(C)=O)C